1-(4-bromophenyl)-3-[3-(methylsulfonyl)propyl]thiourea BrC1=CC=C(C=C1)NC(=S)NCCCS(=O)(=O)C